C(C(C)C)C1=CC=C(C(=C)C)C=C1 4-isobutyl-α-methylstyrene